2-(6-((2S,5R)-4-(1-(2,3-dihydrobenzo[b][1,4]dioxin-6-yl)ethyl)-2,5-dimethyl-piperazin-1-yl)-3,9-dimethyl-2-oxo-3,9-dihydro-2H-purin-8-yl)acetonitrile O1C2=C(OCC1)C=C(C=C2)C(C)N2C[C@@H](N(C[C@H]2C)C=2C=1N=C(N(C1N(C(N2)=O)C)C)CC#N)C